FC1(CN(CC=C1OS(=O)(=O)C(C(C(C(F)(F)F)(F)F)(F)F)(F)F)C(=O)OC(C)(C)C)F tert-butyl 3,3-difluoro-4-(1,1,2,2,3,3,4,4,4-nonafluorobutylsulfonyloxy)-2,6-dihydropyridine-1-carboxylate